CN1N=CC(=C1)NC(=O)[C@H]1N(CCC1)C(=O)OC(C)(C)C tert-butyl (2S)-2-[(1-methyl-1H-pyrazol-4-yl)carbamoyl]pyrrolidine-1-carboxylate